CN[C@H](C(=O)O)COCCC (2S)-2-(methylamino)-3-propoxy-propionic acid